3'-{[3-fluoro-2-(methylsulfanyl)phenyl]amino}-2'-(3-fluoropyridin-4-yl)-1-(prop-2-enoyl)-5',6'-dihydro-1'H-spiro[piperidine-4,7'-pyrrolo[3,2-c]pyridin]-4'-one FC=1C(=C(C=CC1)NC1=C(NC2=C1C(NCC21CCN(CC1)C(C=C)=O)=O)C1=C(C=NC=C1)F)SC